2',2'',4',4'',5',5'',6',6''-Octafluoro-1,1':3',1'':3'',1'''-quaterphenyl FC1=C(C(=C(C(=C1C1=C(C(=C(C(=C1F)F)F)C1=CC=CC=C1)F)F)F)F)C1=CC=CC=C1